FC1=C(C(=CC=C1)C)NNC(C(=O)OC)C(CC(=O)OC)=O dimethyl 2-(2-(2-fluoro-6-methylphenyl)hydrazino)-3-oxoglutarate